1-[5-chloro-2-(4-methylpiperazin-1-yl)pyridin-4-yl]-N-(2-{imidazo[1,2-a]pyridin-3-yl}propan-2-yl)azetidine-3-carboxamide ClC=1C(=CC(=NC1)N1CCN(CC1)C)N1CC(C1)C(=O)NC(C)(C)C1=CN=C2N1C=CC=C2